methyl 7-(((3S,5R)-3,5-dimethylpiperidin-1-yl) methyl)-3-iodo-1H-pyrrolo[3,2-b]pyridine-5-carboxylate C[C@@H]1CN(C[C@@H](C1)C)CC1=C2C(=NC(=C1)C(=O)OC)C(=CN2)I